BrC1=CC=C2C(N(C=NC2=C1)C1CCN(CC1)C)=O 7-bromo-3-(1-methylpiperidin-4-yl)quinazolin-4(3H)-one